(tert-Butyldimethylsilanyloxy)-4-(5-(6-((6-methoxypyridin-3-yl)methyl)-3,6-diazabicyclo[3.1.1]heptan-3-yl)pyrazin-2-yl)pyrazolo[1,5-a]pyridine-3-carbonitrile [Si](C)(C)(C(C)(C)C)OC1=NN2C(C(=CC=C2)C2=NC=C(N=C2)N2CC3N(C(C2)C3)CC=3C=NC(=CC3)OC)=C1C#N